FC=1C=C(C=C(C1)C(F)(F)F)C(C)O 1-[3-fluoro-5-(trifluoromethyl)phenyl]ethan-1-ol